(5S,7aS)-5-((2-methoxyethoxy)methyl)-2-methylenetetrahydro-1H-pyrrolizine COCCOC[C@H]1N2CC(C[C@@H]2CC1)=C